Chlorobenzindole ClC=1NC2=C3C(=CC=C2C1)C=CC=C3